FC(C(=O)O)(F)F.ClC=1C=C2C=CN(C2=C(C1)C1=C2C(=NC=C1)C=C(S2)CN2C(N1[C@@H](C2=O)CCC1)=O)CC1(CCNCC1)C#N (R)-4-((5-Chloro-7-(2-((1,3-dioxotetrahydro-1H-pyrrolo[1,2-c]imidazole-2(3H)-yl)methyl)thieno[3,2-b]pyridin-7-yl)-1H-indol-1-yl)methyl)piperidine-4-carbonitrile trifluoroacetate